BrC1=C(N=C2N1N=C(C=C2)Cl)C#N 3-bromo-6-chloroimidazo[1,2-b]pyridazine-2-carbonitrile